tert-butyl (4-(((4-((4-amino-2-butyl-1H-imidazo[4,5-d]thieno[3,2-b]pyridin-1-yl)methyl)benzyl)amino)methyl)benzyl)carbamate NC1=C2C(=C3C(=N1)C=CS3)N(C(=N2)CCCC)CC2=CC=C(CNCC3=CC=C(CNC(OC(C)(C)C)=O)C=C3)C=C2